ClCCC(=O)NC1=C(C(=CC=C1)F)C 3-chloro-N-(3-fluoro-2-methyl-phenyl)propanamide